FC1=C(C=CC(=C1C)OC1=CC2=C(N(N=N2)C)C(=C1)F)NC1=NC=NC2=C1N=C(N=C2)N2CC1C(C1C2)N(C(C=C)=O)C N-(3-(8-((2-fluoro-4-((7-fluoro-1-methyl-1H-benzo[d][1,2,3]triazol-5-yl)oxy)-3-methylphenyl)amino)pyrimido[5,4-d]pyrimidin-2-yl)-3-azabicyclo[3.1.0]hexan-6-yl)-N-methylacrylamide